COC=1C=C2NC=3C=CC(=CC3C(C2=CC1)(C)C)CN1CCN(CC1)CCC 6-methoxy-9,9-dimethyl-2-((4-propylpiperazin-1-yl)methyl)-9,10-dihydroacridine